CN1C(C2=C(C=C1)OC(N2)=O)=O 5-methyl-oxazolo[4,5-c]pyridine-2,4(3h,5h)-dione